tert-Butyl-3-(5-(((2,2-dimethyl-4-oxo-4H-benzo[d][1,3]dioxin-6-yl)oxy)methyl)pyrimidin-2-yl)-1H-indole-1-carboxylate C(C)(C)(C)OC(=O)N1C=C(C2=CC=CC=C12)C1=NC=C(C=N1)COC1=CC2=C(OC(OC2=O)(C)C)C=C1